O1C=C(C=C1)C(O)=S.FC=1C=C2C(=CC=NC2=CC1)NC=1C(=C(C(=O)NC2=CC(=CC=C2)NC2=CC=NC=C2)C=CC1)C 3-((6-fluoroquinolin-4-yl)amino)-2-methyl-N-(3-(pyridin-4-ylamino)phenyl)benzamide furan-3-thiocarboxylate